FC=1C(=C(C=CC1F)C(=O)N1CC(C1)NC=O)NC1=C(C=C(C=C1)I)F N-[1-({3,4-difluoro-2-[(2-fluoro-4-iodophenyl)amino]Phenyl}carbonyl)azetidin-3-yl]Formamide